N1=C(C=CC=C1)C1=NC=CC=C1.N1=C(C=CC=C1)C1=NC=CC=C1.N1=C(C=CC=C1)C1=NC=CC=C1.[Ru] ruthenium tris[bipyridine]